ClC=1C2=C(N=CN1)N(C=C2I)C2COC2 4-chloro-5-iodo-7-(oxetan-3-yl)pyrrolo[2,3-d]Pyrimidine